OC(C)(C)C1=CC=C2CNC(C2=C1)=O 6-(2-hydroxy-propan-2-yl)isoindolin-1-one